(R)-4-(5-(4-chlorophenyl)-4-methyl-1H-imidazol-2-yl)-N-(1-(3-fluorophenyl)ethyl)aniline ClC1=CC=C(C=C1)C1=C(N=C(N1)C1=CC=C(N[C@H](C)C2=CC(=CC=C2)F)C=C1)C